phenyl-gamma-valerolactone CC1CC(C(=O)O1)C2=CC=CC=C2